rac-1-[3,5-Dichloro-4-[8-(2-fluoro-4-methoxycarbonyl-5-morpholin-4-ylphenyl)-2,4-dihydro-1,3-benzoxazine-3-carbonyl]phenyl]-4-(2-methoxyethyl)piperazine-2-carboxylic acid ClC=1C=C(C=C(C1C(=O)N1COC2=C(C1)C=CC=C2C2=C(C=C(C(=C2)N2CCOCC2)C(=O)OC)F)Cl)N2[C@H](CN(CC2)CCOC)C(=O)O |r|